4-(4,5-difluoro-2-methoxyphenoxy)-2-methylbenzoic Acid FC1=CC(=C(OC2=CC(=C(C(=O)O)C=C2)C)C=C1F)OC